C1=C(C=CC2=CC=CC=C12)C1=CN=NN1 5-(2-naphthyl)-1H-1,2,3-triazole